1-((1R,2R,4R)-bicyclo[2.2.1]hept-5-en-2-ylmethyl)-1H-pyrazole [C@H]12[C@@H](C[C@H](C=C1)C2)CN2N=CC=C2